[Si](C1=CC=CC=C1)(C1=CC=CC=C1)(C(C)(C)C)OC1CC2C(C2C1)C(=O)NC=1N=CC2=C(C=C(C=C2C1)C=1C=NC=CC1C)Cl (exo)-3-[(tert-butyldiphenylsilyl)oxy]-N-[8-chloro-6-(4-methylpyridin-3-yl)isoquinolin-3-yl]Bicyclo[3.1.0]Hexane-6-carboxamide